NC1=C(C=C(C=C1)N1CCN(CC1)C1CCN(CC1)C1=CC=C(N=N1)C(=O)OC(C)(C)C)F tert-butyl 6-(4-(4-(4-amino-3-fluorophenyl)piperazin-1-yl)piperidin-1-yl)pyridazine-3-carboxylate